C1(CC1)N1N=CC(=C1)[C@H]1C=C(CCO1)C=1N=C(C2=C(N1)N=C(S2)N2C[C@H](CC2)OC)C2=C(C=C(C=C2)C(F)(F)F)F 5-[(6R)-6-(1-cyclopropylpyrazol-4-yl)-3,6-dihydro-2H-pyran-4-yl]-7-[2-fluoro-4-(trifluoromethyl)phenyl]-2-[(3S)-3-methoxypyrrolidin-1-yl]thiazolo[4,5-d]pyrimidine